OC(C)N1CCN(CC1)CCCCOC1=CC=C(C=C1)C(\C=C\C1=CC=C(C=C1)SC(C)(CCCC(CCCC(CC)C)C)C)=O (E)-1-[4-[4-[4-(1-Hydroxyethyl)piperazin-1-yl]butoxy]phenyl]-3-[4-(2,6,10-trimethyldodecan-2-ylsulfanyl)phenyl]prop-2-en-1-one